N-[3-[2-(difluoromethoxy)-5-(methylsulfanyl)phenyl]-1-[2-[4-(4-methylpiperazin-1-yl)piperidin-1-yl]-2-oxoethyl]-1H-pyrazol-4-yl]pyrazolo[1,5-a]pyrimidine-3-carboxamide FC(OC1=C(C=C(C=C1)SC)C1=NN(C=C1NC(=O)C=1C=NN2C1N=CC=C2)CC(=O)N2CCC(CC2)N2CCN(CC2)C)F